FC1=CC(=CC=2N(C=NC21)C(C)C)C2=CC(=NC=C2C)NC(=O)[C@@H]2C[C@@H](CCC2)NS(=O)(=O)C (1S,3R)-N-(4-(4-fluoro-1-isopropyl-1H-benzo[d]imidazol-6-yl)-5-methylpyridin-2-yl)-3-(methylsulfonylamino)cyclohexane-1-carboxamide